3-methoxy-8-((triisopropylsilyl)ethynyl)naphthalen-1-yl acetate C(C)(=O)OC1=CC(=CC2=CC=CC(=C12)C#C[Si](C(C)C)(C(C)C)C(C)C)OC